CC=1C(=CC=CC1)CC(=O)O o-tolueneacetic acid